1,3,5,7-tetraethyl-2,4,6,8-tetramethylcyclotetrasilazane C(C)N1[SiH](N([SiH](N([SiH](N([SiH]1C)CC)C)CC)C)CC)C